(Z)-1-(2-Fluoro-4-(1-(4-(perfluoroethyl)phenyl)-1H-1,2,4-triazol-3-yl)phenyl)-3-(4-oxo-3-(quinolin-5-yl)thiazolidin-2-ylidene)urea FC1=C(C=CC(=C1)C1=NN(C=N1)C1=CC=C(C=C1)C(C(F)(F)F)(F)F)NC(=O)\N=C\1/SCC(N1C1=C2C=CC=NC2=CC=C1)=O